NC=1C(=NC(=CC1)C=1C=C2C(=NC1)NC=C2CC)P(C)(C)=O (3-Amino-6-(3-ethyl-1H-pyrrolo[2,3-b]pyridin-5-yl)pyridin-2-yl)dimethylphosphine oxide